N-(4-(4-amino-7-methyl-5-(4-(6-methylpyridin-2-yloxy)phenyl)-7H-pyrrolo[2,3-d]pyrimidin-6-yl)cyclohexyl)acrylamide NC=1C2=C(N=CN1)N(C(=C2C2=CC=C(C=C2)OC2=NC(=CC=C2)C)C2CCC(CC2)NC(C=C)=O)C